Dibenzyl((1R,2R,3S,4R,5R,6S)-4-(((3R,6S)-3-Azido-6-((R)-1-(Benzyl((Benzyloxy) Carbonyl)Amino)Ethyl)Tetrahydro-2H-Pyran-2-Yl)Oxy)-2,5,6-Trihydroxycyclohexane-1,3-Diyl)Dicarbamate C(C1=CC=CC=C1)OC(N[C@@H]1[C@H]([C@@H]([C@H]([C@@H]([C@H]1O)O)OC1O[C@@H](CC[C@H]1N=[N+]=[N-])[C@@H](C)N(C(=O)OCC1=CC=CC=C1)CC1=CC=CC=C1)NC(OCC1=CC=CC=C1)=O)O)=O